ClC=1C(=C2C=NNC2=C(C1F)N1C[C@@H]([C@H](C1)OC)OC)C=1N=CC=2N(C1)C=C(N2)NC(=O)[C@H]2[C@H](C2)F (1S,2S)-N-(6-(5-chloro-7-((3S,4S)-3,4-dimethoxypyrrolidin-1-yl)-6-fluoro-1H-indazol-4-yl)imidazo[1,2-a]pyrazin-2-yl)-2-fluorocyclopropane-1-carboxamide